5-{[(2,2-Dimethylpropionyl)amino]methyl}-2-(trifluoromethyl)-N-{1-[6-(trifluoromethyl)pyridin-3-yl]-1H-indazol-4-yl}benzamide CC(C(=O)NCC=1C=CC(=C(C(=O)NC2=C3C=NN(C3=CC=C2)C=2C=NC(=CC2)C(F)(F)F)C1)C(F)(F)F)(C)C